N1C=C(C=2C=NC=CC21)CC(CCCC)C=2C1=C(SC2C(=O)N)C=C(C=C1)N1CCN(CC1)C (1-(1H-pyrrolo[3,2-c]pyridin-3-yl)hexan-2-yl)-6-(4-methylpiperazin-1-yl)benzo[b]thiophene-2-carboxamide